FC(C(=C)Cl)(F)F 3,3,3-trifluoro-2-chloropropene